COC1=CC=C(C=C1)[Si](OCC1=C(C=CC=C1)[N+](=O)[O-])(OCC1=C(C=CC=C1)[N+](=O)[O-])C1=CC=C(C=C1)OC di(p-methoxyphenyl)-di(o-nitrobenzyloxy)silane